N1N=CC(=C1)C1=CC=C(C=C1)N1C(N(C2(C1)CCOCC2)CC2=CC(=CC=C2)C(=O)N2C[C@H](CC2)O)=O (S)-3-(4-(1H-pyrazol-4-yl)phenyl)-1-(3-(3-hydroxypyrrolidine-1-carbonyl)benzyl)-8-oxa-1,3-diazaspiro[4.5]decan-2-one